2-Amino-6-(2-(3-methylisoxazol-4-yl)ethyl)-7-oxo-6-phenyl-4,5,6,7-tetrahydrobenzo[b]thiophene-3-carboxylic acid NC1=C(C2=C(S1)C(C(CC2)(C2=CC=CC=C2)CCC=2C(=NOC2)C)=O)C(=O)O